N-[5-[(tert-butyldimethylsilyl)oxy]pyridin-2-yl]-4-(6-fluoropyridin-2-yl)piperazine-1-carboxamide methyl-3-(3,5-difluoro-4-formylphenyl)propanoate COC(CCC1=CC(=C(C(=C1)F)C=O)F)=O.[Si](C)(C)(C(C)(C)C)OC=1C=CC(=NC1)NC(=O)N1CCN(CC1)C1=NC(=CC=C1)F